N-(4-((2-(1,1-difluoroethyl)-6-(1-(2-morpholinoethyl)-1H-pyrazol-4-yl)pyrimidin-4-yl)amino)-5-ethoxypyridin-2-yl)acetamide FC(C)(F)C1=NC(=CC(=N1)NC1=CC(=NC=C1OCC)NC(C)=O)C=1C=NN(C1)CCN1CCOCC1